2-METHYLTRIDECANE CC(C)CCCCCCCCCCC